2-(2,6-dimethylpyridin-4-yl)-3-(prop-1-en-2-yl)-1,5,7,8-tetrahydro-6H-pyrrolo[3,2-b][1,7]naphthyridine-6-carboxylate CC1=NC(=CC(=C1)C1=C(C2=NC=3CN(CCC3C=C2N1)C(=O)[O-])C(=C)C)C